tert-butyl (4-((4-carbamoyl-2,3,5,6-tetrafluorophenyl)thio)butyl)carbamate C(N)(=O)C1=C(C(=C(C(=C1F)F)SCCCCNC(OC(C)(C)C)=O)F)F